FC1=C(CCC=2C=C3CCC(C3=CC2)N2CCC(CC2)C(=O)O)C(=CC=C1)F (5-(2,6-difluorophenethyl)-2,3-dihydro-1H-inden-1-yl)piperidine-4-carboxylic acid